C(C)(C)(C)OC(NC1=C(C(=NC=C1)C=C)F)=O (3-fluoro-2-vinylpyridin-4-yl)carbamic acid tert-butyl ester